C(C)(C)(C)OC(=O)N1C(CN(C(C1)C)CCC1=CC(=CC=C1)Cl)C(=O)O 1-(tert-Butoxycarbonyl)-4-(3-chlorophenyl-ethyl)-5-methylpiperazine-2-carboxylic acid